ClC1=C(C=CC(=C1)C#N)C=1C(=CC(=C2C=CC=NC12)C[C@@H](C(=O)O)NC(C1=C(C=CC=C1F)F)=O)F (2S)-3-(8-(2-chloro-4-cyanophenyl)-7-fluoroquinolin-5-yl)-2-(2,6-difluorobenzoylamino)propionic acid